N-(3-ethylphenyl)-2-oxo-6-(trifluoromethyl)-1,2-dihydropyridine-3-carboxamide C(C)C=1C=C(C=CC1)NC(=O)C=1C(NC(=CC1)C(F)(F)F)=O